N-(3-((2-((3-fluoro-4-(4-methylpiperazin-1-yl)phenyl)amino)-7H-pyrrolo(2,3-d)pyrimidin-4-yl)oxy)phenyl)prop-2-enamide FC=1C=C(C=CC1N1CCN(CC1)C)NC=1N=C(C2=C(N1)NC=C2)OC=2C=C(C=CC2)NC(C=C)=O